4-[[5-(2-chloro-4-fluoro-3-hydroxy-phenyl)-1,3,4-thiadiazol-2-yl]methyl]-6-[(2,4-dichlorophenyl)methyl]-4,6-diazaspiro[2.4]heptane-5,7-dione ClC1=C(C=CC(=C1O)F)C1=NN=C(S1)CN1C2(CC2)C(N(C1=O)CC1=C(C=C(C=C1)Cl)Cl)=O